5-oxo-4,5-dihydro-2H-pyrazolo[4,3-b]Pyridin-2-ylAcetonitrile O=C1C=CC=2C(N1)=CN(N2)CC#N